ClC=1C(=CC(=NC1)NC1=CC=NN1C)C=1C=C2N(CC(CN3C2=NN=C3CN3C(=CC=C3)C#N)(F)F)C1 1-((10-(5-chloro-2-((1-methyl-1H-pyrazol-5-yl)amino)pyridin-4-yl)-6,6-difluoro-6,7-dihydro-5H-pyrrolo[1,2-a][1,2,4]triazolo[3,4-c][1,4]diazepin-3-yl)methyl)-1H-pyrrole-2-carbonitrile